1,2-dihydroxycyclodecane OC1C(CCCCCCCC1)O